(Pyrrolidine-1-carbonyl)sulfamoyl chloride N1(CCCC1)C(=O)NS(=O)(=O)Cl